N-{6-methoxy-1-methylpyrazolo[4,3-c]pyridin-7-yl}-1-{4-[1-methoxyethyl]pyridin-2-yl}pyrazole-4-sulfonamide COC1=C(C2=C(C=N1)C=NN2C)NS(=O)(=O)C=2C=NN(C2)C2=NC=CC(=C2)C(C)OC